(2S)-1-(tert-butylamino)-3-[(4-morpholin-4-yl-1,2,5-thiadiazol-3-yl)oxy]propan-2-ol maleate C(\C=C/C(=O)O)(=O)O.C(C)(C)(C)NC[C@@H](COC1=NSN=C1N1CCOCC1)O